(1-{1-[2-(2,6-dioxopiperidin-3-yl)-1,3-dioxoisoindol-5-yl]piperidin-4-yl}azetidine-3-yl)acetic acid O=C1NC(CCC1N1C(C2=CC=C(C=C2C1=O)N1CCC(CC1)N1CC(C1)CC(=O)O)=O)=O